OC(CNC1=CC(=CC(=C1)OC)OC)CS(=O)(=O)O.[Na] sodium N-(2-hydroxy-3-sulfopropyl)-3,5-dimethoxyaniline